The molecule is an amino dicarboxylic acid consisting of 2,3,4,5-tetrahydrodipyridine having two carboxy groups at the 2- and 6-positions. It has a role as an Escherichia coli metabolite. It is an amino dicarboxylic acid and a tetrahydropyridine. It derives from a dipicolinic acid. It is a conjugate acid of a 2,3,4,5-tetrahydrodipicolinate(2-). C1CC(N=C(C1)C(=O)O)C(=O)O